O=C1C(C=CC=C1)COCC1(COC1)COCC1C(C=CC=C1)=O 3,3-bis[(2-oxo-phenylmethoxy)methyl]oxetane